N1=NN=C(C=C1)NC1=CC=CC=C1 triazinyl-aniline